2,2-bipyridine-5,5-dicarboxylate N=1C(=CCC(C1)(C(=O)[O-])C(=O)[O-])C1=NC=CC=C1